[N-](S(=O)(=O)C(F)(F)F)S(=O)(=O)C(F)(F)F.[N-](S(=O)(=O)C(F)(F)F)S(=O)(=O)C(F)(F)F.[N-](S(=O)(=O)C(F)(F)F)S(=O)(=O)C(F)(F)F.N1(N=CC=C1)C1=NC=CC(=C1)C(C)(C)C.N1(N=CC=C1)C1=NC=CC(=C1)C(C)(C)C.N1(N=CC=C1)C1=NC=CC(=C1)C(C)(C)C tris(2-(1H-pyrazol-1-yl)-4-tert-butylpyridine)-tris(bis(trifluoromethylsulfonyl) imide)